tert-butyl 4-(1H-indol-6-yl)-5,6-dihydropyridine-1(2H)-carboxylate N1C=CC2=CC=C(C=C12)C1=CCN(CC1)C(=O)OC(C)(C)C